C(C)C1=CC=C(C=C1)/C=C/C(=O)C1=CC=C(OC(C(=O)O)C)C=C1 2-[4-[(E)-3-(4-Ethylphenyl)prop-2-enoyl]phenoxy]propanoic acid